C1(CC1)OC=1C=2N(C=CN1)C=C(N2)C2CC2 8-cyclopropoxy-2-cyclopropylimidazo[1,2-a]pyrazine